(3aR,5r,6aS)-2-(3,3-dimethylbutyl)-5-[6-(1,3-dimethylpyrazol-4-yl)pyridazin-3-yl]oxy-3,3a,4,5,6,6a-hexahydro-1H-cyclopenta[c]pyrrole CC(CCN1C[C@@H]2[C@H](C1)CC(C2)OC=2N=NC(=CC2)C=2C(=NN(C2)C)C)(C)C